BrC1=CC=C2[C@H](CCC(C2=C1)=O)C (S)-7-bromo-4-methyl-3,4-dihydronaphthalen-1(2H)-one